(S,E)-Methyl-6-(4,5-dibromothiophen-2-carboxamido)-7-(1-(2-(2-adamantylamino)-2-oxoethyl)-2-oxo-1,2-dihydropyridin-3-ylamino)-7-oxohept-2-enoat COC(\C=C\CC[C@@H](C(=O)NC=1C(N(C=CC1)CC(=O)NC1C2CC3CC(CC1C3)C2)=O)NC(=O)C=2SC(=C(C2)Br)Br)=O